1-(6-(2-chloro-5-fluoropyrimidin-4-yl)-4-isopropylquinolin-3-yl)cyclopentan-ol ClC1=NC=C(C(=N1)C=1C=C2C(=C(C=NC2=CC1)C1(CCCC1)O)C(C)C)F